5'-phenyl[1,1':2',1''-terphenyl]-4-amine C1(=CC=CC=C1)C1=CC=C(C(=C1)C1=CC=C(C=C1)N)C1=CC=CC=C1